CONCC1=CC=C(N(C)C)C=C1 4-((methoxyamino)methyl)-N,N-dimethylaniline